6-Amino-3-(4'-chloro-1',2'-dihydrospiro[cyclopropane-1,3'-pyrrolo[2,3-b]pyridin]-5'-yl)-2-fluoro-N,N-dimethylbenzamide NC1=CC=C(C(=C1C(=O)N(C)C)F)C=1C(=C2C(=NC1)NCC21CC1)Cl